N-(2-(benzo[c][1,2,5]oxadiazol-5-ylmethoxy)-5-chloro-4-((2-chloro-4'-fluoro-[1,1'-biphenyl]-3-yl)methoxy)benzyl)-D-serine ethyl ester C(C)OC([C@H](NCC1=C(C=C(C(=C1)Cl)OCC=1C(=C(C=CC1)C1=CC=C(C=C1)F)Cl)OCC1=CC=2C(=NON2)C=C1)CO)=O